N2,N4-dibenzyl-quinazolin-2,4-diamine C(C1=CC=CC=C1)NC1=NC2=CC=CC=C2C(=N1)NCC1=CC=CC=C1